2-(3-(3-((R)-fluoro(4-methyl-4H-1,2,4-triazol-3-yl)methyl)oxetan-3-yl)phenyl)-6-(((S)-2-isopropyl-4-(2,2,2-trifluoroethyl)piperazin-1-yl)methyl)-4-(trifluoromethyl)isoindolin-1-one F[C@H](C1(COC1)C=1C=C(C=CC1)N1C(C2=CC(=CC(=C2C1)C(F)(F)F)CN1[C@H](CN(CC1)CC(F)(F)F)C(C)C)=O)C1=NN=CN1C